ClC1CCC(CC1)C(O)CI 4-chloro(iodo)methylcyclohexyl-methanol